C(C1=CC=CC=C1)OC(=O)N(C1C[C@H]2CC[C@@H](C1)N2C(=O)OC(C)(C)C)C tert-butyl (1R,3s,5S)-3-(((benzyloxy) carbonyl) (methyl) amino)-8-azabicyclo[3.2.1]octane-8-carboxylate